C(C)C1=NN(C(C2=C1N=C(C=C2)C(C)C)=O)CC(=O)OCC ethyl 2-(8-ethyl-2-isopropyl-5-oxopyrido[2,3-d]pyridazin-6(5H)-yl)acetate